((3-(hydroxymethyl)oxetan-3-yl)methyl)-L-proline methyl ester COC([C@H]1N(CCC1)CC1(COC1)CO)=O